1-(1,3-benzodioxolan-5-yl)-N-propylpropan-2-amine O1COC2=C1C=CC(=C2)CC(C)NCCC